O1CCC(CC1)C(=O)NC(=O)[C@@H]1CC12CCN(CC2)C(=O)OC(C(F)(F)F)C(F)(F)F 1,1,1,3,3,3-Hexafluoropropan-2-yl (R)-1-((tetrahydro-2H-pyran-4-carbonyl)carbamoyl)-6-azaspiro[2.5]octan-6-carboxylat